CC1=C(C(=O)C2=C(C1=O)OC3=C(CC2)C=C(C=C3)O)OC The molecule is a dibenzooxepine that is 10,11-dihydrodibenzo[b,f]oxepine-1,4-dione substituted by a hydroxy, a methoxy and a methyl group at positions 8, 2 and 3 respectively. It is isolated from the root extract of Bauhinia purpurea and exhibits antimalarial, antimycobacterial, antifungal, anti-inflammatory and cytotoxic activities. It has a role as a metabolite, an anti-inflammatory agent, an antifungal agent, an antimalarial, an antimycobacterial drug and a cyclooxygenase 2 inhibitor. It is an aromatic ether, a dibenzooxepine, a member of phenols and a member of p-quinones.